NC=1C=2N(C3=CC(=CC=C3N1)C(=O)N(CC1=NC=C(C=C1)C(F)(F)F)[C@H](C)C1=NC=CC=N1)N=NC2 (R)-4-amino-N-(1-(pyrimidin-2-yl)ethyl)-N-((5-(trifluoromethyl)pyridin-2-yl)methyl)-[1,2,3]triazolo[1,5-a]quinoxaline-8-carboxamide